NCC=1N=C2N(C=C(C=C2N2CC(N(CC2)C)=O)C2CC2)C1 4-(2-(aminomethyl)-6-cyclopropylimidazo[1,2-a]pyridin-8-yl)-1-methylpiperazin-2-one